FC=1C(=NC(=NC1)N[C@@H]1CC[C@H](CC1)C(=O)N)C1=CC(=NC=C1)N1C(OCC1)=O trans-(1r,4r)-4-((5-fluoro-4-(2-(2-oxooxazolidin-3-yl)pyridin-4-yl)pyrimidin-2-yl)amino)cyclohexane-1-carboxamide